(R)-3-cyano-3-methyl-2,3-dihydrobenzofuran-5-carboxylic acid C(#N)[C@@]1(COC2=C1C=C(C=C2)C(=O)O)C